2-((allyloxy)methyl)-3,7-dimethyloct-1,6-diene C(C=C)OCC(=C)C(CCC=C(C)C)C